tert-butyl 4-(3,3-dimethyl-2-oxoindolin-6-yl)-2,2-dimethylpiperazine-1-carboxylate CC1(C(NC2=CC(=CC=C12)N1CC(N(CC1)C(=O)OC(C)(C)C)(C)C)=O)C